1-{5-[(R)-(1,3-dimethyl-azetidin-3-yl)-hydroxy-(4-isopropyl-phenyl)-methyl]-pyridin-3-ylethynyl}-cyclobutanol CN1CC(C1)(C)[C@@](C=1C=C(C=NC1)C#CC1(CCC1)O)(C1=CC=C(C=C1)C(C)C)O